OCC1(CCC1)CN1C=C(C=2C1=NC=CC2)C(=O)N ((1-(hydroxymethyl)cyclobutyl)methyl)-1H-pyrrolo[2,3-b]pyridine-3-carboxamide